S1C=C(C2=C1C=CC=C2)S(=O)(=O)NC2=C(C=CC=C2)C#CC=2C=CC=NC2 5-{2-[2-(1-Benzothiophene-3-sulfonamido)phenyl]ethynyl}pyridin